C(C#C)N[C@@H](CCCCN)C(=O)O Propargyl-L-lysine